(2,9-phenanthroline-5-yl)boric acid C1=NC=CC2=C(C=C3C=CN=CC3=C12)OB(O)O